tert-butyl (3R)-3-[[2-fluoro-4-(1-methyltriazol-4-yl) benzoyl]-[2-(1H-indol-6-yl)thieno[3,2-c]pyridin-4-yl] amino]piperidine-1-carboxylate FC1=C(C(=O)N([C@H]2CN(CCC2)C(=O)OC(C)(C)C)C2=NC=CC3=C2C=C(S3)C3=CC=C2C=CNC2=C3)C=CC(=C1)C=1N=NN(C1)C